tert-butyl (3-(3-oxoazetidin-1-yl)bicyclo[1.1.1]pentan-1-yl)carbamate O=C1CN(C1)C12CC(C1)(C2)NC(OC(C)(C)C)=O